(3R)-3-amino-1-methyl-cyclohexanol N[C@H]1CC(CCC1)(O)C